C1(CCCCC1)C[C@@H](C(=O)N[C@H](CO)C[C@H]1C(NCC1)=O)NC(O[C@@H](C(C)(C)C1=CC(=CC=C1)Cl)C1=CC(=CC=C1)F)=O (R)-2-(3-Chlorophenyl)-1-(3-fluorophenyl)-2-methylpropyl ((S)-3-cyclohexyl-1-(((S)-1-hydroxy-3-((S)-2-oxopyrrolidin-3-yl)propan-2-yl)amino)-1-oxopropan-2-yl)carbamate